(S)-N-(2,6-dioxopiperidin-3-yl)-6-methyl-5-(1,4-dioxa-8-azaspiro[4.5]decan-8-yl)picolinamide O=C1NC(CC[C@@H]1NC(C1=NC(=C(C=C1)N1CCC2(OCCO2)CC1)C)=O)=O